tert-butyl 4-(methyl(piperidin-4-yl)amino)piperidine-1-carboxylate CN(C1CCN(CC1)C(=O)OC(C)(C)C)C1CCNCC1